N-Ethylurethan C(C)NC(=O)OCC